COS(=O)C1=CC=C(C=C1)S(=O)(=O)C(F)(F)F methyl-4-(trifluoromethylsulfonyl)-benzenesulfinate